C(CCCC)(=O)OC(CCCC)=O divaleric anhydride